C1COC=CC=C1 Dihydrooxepine